Tert-butyl (R)-3-((S)-3-(3-bromophenyl)-1-(tert-butoxy)-1-oxopropan-2-yl)pyrrolidine-1-carboxylate BrC=1C=C(C=CC1)C[C@H](C(=O)OC(C)(C)C)[C@@H]1CN(CC1)C(=O)OC(C)(C)C